1-ethyl-5-bromo-3-((4-methoxy-3-(piperazin-1-yl)phenyl)sulfonyl)-1H-indole C(C)N1C=C(C2=CC(=CC=C12)Br)S(=O)(=O)C1=CC(=C(C=C1)OC)N1CCNCC1